N-((6-(8-oxa-3-azabicyclo[3.2.1]oct-3-yl)-4-(cis-2,6-dimethylmorpholino)pyridazin-3-yl)methyl)-1H-pyrazole-5-carboxamide C12CN(CC(CC1)O2)C2=CC(=C(N=N2)CNC(=O)C2=CC=NN2)N2C[C@@H](O[C@@H](C2)C)C